F[C@@H]1C[C@@H](N(C1)C1CCN(CC1)C1CC2(C1)CN(CC2)C(=O)OCC)C(=O)OC ethyl 2-{4-[(2R,4R)-4-fluoro-2-(methoxycarbonyl)pyrrolidin-1-yl] piperidin-1-yl}-6-azaspiro[3.4]octane-6-carboxylate